CS(=O)(=O)N1C=C(C=C1)C(=O)NCC(NC=1SC=C(N1)C1=CC(=CC=C1)C1COCCC1)=O 1-Methylsulfonyl-N-[2-oxo-2-[[4-(3-tetrahydropyran-3-ylphenyl)thiazol-2-yl]amino]ethyl]pyrrole-3-carboxamide